4-({pyrazolo[1,5-a]pyrazin-4-yloxy{methyl}piperidin-1-yl}ethyl)-6-fluorobenzamide N1=CC=C2N1C=CN=C2OC2(N(CCCC2)CCC2=CC=C(C(=O)N)C(=C2)F)C